C(C)(C)O[Si](CC=C)(OC(C)C)OC(C)C triisopropoxy(allyl)silane